CN1N=C2N(C=CC=C2)C1 2-methyl-[1,2,4]triazolo[4,3-a]pyridine